IC1=C(C=CC=C1)N1N=CC=C1NC(=O)C=1C=NN2C1N=CC=C2 N-(1-(2-iodophenyl)-1H-pyrazol-5-yl)pyrazolo[1,5-a]pyrimidine-3-carboxamide